2-((4-Bromo-1H-indol-3-yl)methyl)-1-methyl-5-((2-(trimethylsilyl)ethoxy)carbonyl)pyridin-1-ium iodide [I-].BrC1=C2C(=CNC2=CC=C1)CC1=[N+](C=C(C=C1)C(=O)OCC[Si](C)(C)C)C